ClC=1C=C(C=NC1N1N=CC=N1)NC(=O)C=1C=NN(C1C(F)(F)F)C1=CC(=NC=C1C)[C@@H]1OCCC1 (R)-N-(5-chloro-6-(2H-1,2,3-triazol-2-yl)pyridin-3-yl)-1-(5-methyl-2-(tetrahydrofuran-2-yl)pyridin-4-yl)-5-(trifluoromethyl)-1H-pyrazole-4-carboxamide